8-(4-(1,3-dimethylazetidine-3-carbonyl)piperazin-1-yl)-N-(1-methylcyclopropyl)-3-(5-(trifluoromethyl)-1,3,4-thiadiazol-2-yl)imidazo[1,5-a]pyridine-6-sulfonamide CN1CC(C1)(C(=O)N1CCN(CC1)C=1C=2N(C=C(C1)S(=O)(=O)NC1(CC1)C)C(=NC2)C=2SC(=NN2)C(F)(F)F)C